C(#N)C1=C(OC=2C(=C3C(N(C=NC3=CC2)C2COC3(C2)CCNCC3)=O)C)C(=CC=C1NS(N(C)CC)(=O)=O)F 3-[6-[2-cyano-3-[[ethyl(methyl)sulfamoyl]amino]-6-fluoro-phenoxy]-5-methyl-4-oxo-quinazolin-3-yl]-1-oxa-8-azaspiro[4.5]decane